7-(difluoromethyl)-6-fluoro-3-(6-methylthiopyrimidin-4-yl)pyrazolo[1,5-a]Pyrimidin-2-amine FC(C1=C(C=NC=2N1N=C(C2C2=NC=NC(=C2)SC)N)F)F